tert-butyl N-[2-oxo-2-[3-[[rac-(1R)-2-[3-(N'-hydroxycarbamimidoyl)phenyl]-1-(6-methoxy-1,3-benzothiazol-2-yl)ethyl]sulfamoyl]anilino]ethyl]carbamate O=C(CNC(OC(C)(C)C)=O)NC1=CC(=CC=C1)S(N[C@H](CC1=CC(=CC=C1)C(N)=NO)C=1SC2=C(N1)C=CC(=C2)OC)(=O)=O |r|